C1(CCCCC1)N(S(=O)(=O)NC1=NOC2=C1C(=CC(=C2)C2=CC(=CC=C2)N2CCNCC2)OC)C 3-[[cyclohexyl(methyl)sulfamoyl]amino]-4-methoxy-6-(3-piperazin-1-ylphenyl)-1,2-benzoxazole